NC[C@H](COC)O (R)-1-amino-3-methoxypropan-2-ol